3-[[2-(1,1-Difluoroethyl)-5-[3-(difluoromethyl)-4-fluoro-phenyl]-3-pyridyl]methyl]oxazolidin-2-one FC(C)(F)C1=NC=C(C=C1CN1C(OCC1)=O)C1=CC(=C(C=C1)F)C(F)F